m-[2-(2-methoxyacetylamino)-6-(1-{[6-(1-methoxy-2-methylpropyl)-2-pyridinyl]methyl}-1H-1,2,3-triazol-4-yl)-4-pyrimidinyl]benzonitrile COCC(=O)NC1=NC(=CC(=N1)C=1C=C(C#N)C=CC1)C=1N=NN(C1)CC1=NC(=CC=C1)C(C(C)C)OC